(S)-1-methylpyrrolidin-3-yl ((4-nitrophenoxy)(phenoxy)phosphoryl)-L-alaninate [N+](=O)([O-])C1=CC=C(OP(=O)(OC2=CC=CC=C2)N[C@@H](C)C(=O)O[C@@H]2CN(CC2)C)C=C1